5-(3,5-dimethylisoxazol-4-yl)-2-nitroaniline CC1=NOC(=C1C=1C=CC(=C(N)C1)[N+](=O)[O-])C